C(C)(C)(C)OC(=O)N[C@H](C(=O)O)CC1=CC(=CC=C1)C#N (S)-2-((tert-butoxycarbonyl)amino)-3-(3-cyanophenyl)propionic acid